N-(3-(4,4-difluoropiperidin-1-yl)-4-(1-methyl-1H-pyrazol-4-yl)phenyl)-4-(2-hydroxyethylsulfonylamino)-2-(6-azaspiro[2.5]oct-6-yl)benzamide FC1(CCN(CC1)C=1C=C(C=CC1C=1C=NN(C1)C)NC(C1=C(C=C(C=C1)NS(=O)(=O)CCO)N1CCC2(CC2)CC1)=O)F